2-bromo-3-methyl-5-(oxolan-3-yloxy)pyridine BrC1=NC=C(C=C1C)OC1COCC1